spiro[5,6-dihydropyrrolo[1,2-b]pyrazole-4,1'-cyclobutane]-2-yl-benzamide C12(CCC1)CCN1N=C(C=C12)C1=C(C(=O)N)C=CC=C1